6-(3-isopropyl-5-((1-(tetrahydro-2H-pyran-4-yl)pyrrolidin-2-yl)methyl)-1H-indol-2-yl)-8-methyl-[1,2,4]triazolo[1,5-a]pyridine C(C)(C)C1=C(NC2=CC=C(C=C12)CC1N(CCC1)C1CCOCC1)C=1C=C(C=2N(C1)N=CN2)C